COCC1(NCC1)CO (2-(methoxymethyl)azetidin-2-yl)methanol